tert-Butyl ((3R,5R)-1-(2-(7-chloro-1-methyl-1H-pyrrolo[2,3-c]pyridin-2-yl)-4-methoxy-3-methylpyrazolo[1,5-a]pyridine-6-carbonyl)-5-fluoropiperidin-3-yl)carbamate ClC=1N=CC=C2C1N(C(=C2)C2=NN1C(C(=CC(=C1)C(=O)N1C[C@@H](C[C@H](C1)F)NC(OC(C)(C)C)=O)OC)=C2C)C